boron di(dimethyl-salicylic acid) CC=1C(=C(C(C(=O)O)=CC1)O)C.CC=1C(=C(C(C(=O)O)=CC1)O)C.[B]